ClCCCC(=O)OCC1=CC=C(C=C1)C1=CC(=CC(=C1)CCCCCCCCCCCCCCC)OCC(CCCC)CC (3'-((2-ethylhexyl)oxy)-5'-pentadecyl-[1,1'-biphenyl]-4-yl)methyl 4-chlorobutanoate